1-(4-chlorobenzyl)-3-(4-(1-(oxazole-2-carbonyl)piperidin-4-yl)butyl)urea ClC1=CC=C(CNC(=O)NCCCCC2CCN(CC2)C(=O)C=2OC=CN2)C=C1